1-azido-30,35-dioxo-3,6,9,12,15,18,21,24,27-nonaoxa-31,34-diazanonatriacontan-39-oic acid N(=[N+]=[N-])CCOCCOCCOCCOCCOCCOCCOCCOCCOCCC(NCCNC(CCCC(=O)O)=O)=O